[4-(2-aminopyridin-4-yl)-3-fluorophenyl]-3,6-dihydro-2H-1,3,4-oxadiazin-2-one NC1=NC=CC(=C1)C1=C(C=C(C=C1)N1C(OCC=N1)=O)F